N[C@H](C(=O)N[C@H](C(=O)NC1=C(C=C(C=C1)CO[Si](C1=CC=CC=C1)(C1=CC=CC=C1)C(C)(C)C)C)CCCCNC(C1=CC=C(C=C1)C)(C1=CC=CC=C1)C1=CC=CC=C1)CC1=CC=CC=C1 (S)-2-((S)-2-Amino-3-phenylpropanamido)-N-(4-(((tert-butyldiphenylsilyl)oxy)methyl)-2-methylphenyl)-6-((diphenyl(p-tolyl)methyl)amino)hexanamide